C1(CCCCC1)C1=CC=C(C=C1)NC=1C2=C(N=C(N1)N1CC(OCC1)C1CC1)CN(C2)C(=O)OC(C)(C)C tert-butyl 4-((4-cyclohexylphenyl)amino)-2-(2-cyclopropyl morpholino)-5,7-dihydro-6H-pyrrolo[3,4-d]pyrimidine-6-carboxylate